N(=[N+]=[N-])CCCCCCN1C(=CC(=C1)NC(=O)C=1N(C=C(N1)NC(CCNC(=O)OC(C)(C)C)=O)C)C(=O)OCC ethyl 1-(6-azidohexyl)-4-(4-{3-[(tert-butoxycarbonyl)amino]propanamido}-1-methylimidazole-2-amido)pyrrole-2-carboxylate